C1=C(C=CC2=CC=CC=C12)S(=O)(=O)ON=C(C1=CC=CC=C1)C#N α-(2-naphthylsulfonyloxyimino)benzyl cyanide